BrC1=CC2=C(NC(C3N(C2=O)CCN(C3)C(COC3=CC(=C(C=C3)OC(F)(F)F)F)=O)=O)C=C1 8-bromo-2-(2-(3-fluoro-4-(trifluoromethoxy)phenoxy)acetyl)-1,3,4,12a-tetrahydrobenzo[e]pyrazino[1,2-a][1,4]diazepine-6,12(2H,11H)-dione